[Ga].[Ni] nickel-gallium